N-ethyl-N-(2,2,2-trifluoro-1-(4-fluorophenyl)ethyl)imidazo[1,2-a]pyridine-2-sulfonamide C(C)N(S(=O)(=O)C=1N=C2N(C=CC=C2)C1)C(C(F)(F)F)C1=CC=C(C=C1)F